ClC=1C=C(C=CC1F)N1C(C=2N([C@H](C1)C)N=CC2C=2C=CC=1N(C2)C=CN1)=O (7S)-5-(3-chloro-4-fluorophenyl)-3-(imidazo[1,2-a]pyridin-6-yl)-7-methyl-6,7-dihydropyrazolo[1,5-a]pyrazin-4(5H)-one